CC=1C(=NC=C(C1)C#CC1=C(C=CC=C1)NS(=O)(=O)C1=CC=CC2=CC=CC=C12)C(=O)O 3-methyl-5-{2-[2-(naphthalene-1-sulfonamido)phenyl]ethynyl}pyridine-2-carboxylic acid